(S)-1,4-bis(10,11-dihydro-5H-dibenzo[b,f]azepine-5-carbonyl)piperazine-2-carboxylic acid C1=CC=CC=2N(C3=C(CCC21)C=CC=C3)C(=O)N3[C@@H](CN(CC3)C(=O)N3C2=C(CCC1=C3C=CC=C1)C=CC=C2)C(=O)O